(R)-4-(4-bromo-2-(trifluoromethoxy)phenyl)-2-methyl-N-(1-methylpiperidin-3-yl)pyrazolo[1,5-d][1,2,4]triazin-7-amine BrC1=CC(=C(C=C1)C=1C=2N(C(=NN1)N[C@H]1CN(CCC1)C)N=C(C2)C)OC(F)(F)F